N1C(=NC=C1)C=O imidazole-2-carbaldehyde